5-(dimethylphosphono)quinoxaline COP(=O)(OC)C1=C2N=CC=NC2=CC=C1